3-chloro-4-methyl-6,7,7a,8,10,11-hexahydro-9H-pyrazino[1,2-d]pyrido[3,2-b][1,4]oxazepin ClC1=C(C=2OCCC3N(C2N=C1)CCNC3)C